C(=O)(O)CCC1=C(NC2=CC=CC=C12)CCC=1NC2=CC=CC=C2C1C(=O)O 2-[2-[3-(2-carboxyethyl)-1H-indole-2-yl]ethyl]-1H-indole-3-carboxylic acid